O=C1NC(CCC1N1C(N(C2=C1C=CC=C2N2CCC(CC2)C=O)C)=O)=O 1-[1-(2,6-Dioxo-3-piperidyl)-3-methyl-2-oxo-benzimidazol-4-yl]piperidine-4-carbaldehyde